FC=1C=CC(=C(C(=O)NC=2C=NNC(C2)=O)C1)OC1=C(C=C(C=C1)F)OC 5-fluoro-2-(4-fluoro-2-methoxyphenoxy)-N-(6-oxo-1,6-dihydropyridazin-4-yl)benzamide